C(C)(C)(C)OC(=O)N1CCC2(CC1)COC1=C2C=2N(C(N(C2C=C1)C1C(N(C(CC1)=O)CC1=CC=C(C=C1)OC)=O)=O)C 3-(1-(4-methoxybenzyl)-2,6-dioxopiperidin-3-yl)-1-methyl-2-oxo-2,3-dihydro-1H,7H-spiro[benzofurano[4,5-d]imidazole-8,4'-piperidin]-1'-carboxylic acid tert-butyl ester